CC1(C(=C(N(C1=O)CC(F)(F)F)C(=O)OC)C(=O)OC)C dimethyl 4,4-dimethyl-5-oxo-1-(2,2,2-trifluoroethyl)-4,5-dihydro-1H-pyrrole-2,3-dicarboxylate